C(N)(OC(C)SS)=O 1-(disulfanyl)ethyl carbamate